BrC=1SC=2C(N[C@@H](CN3C2C1OC(C3)(F)F)CO)=O (S)-2-bromo-4,4-difluoro-7-(hydroxymethyl)-4,5,7,8-tetrahydro-3-oxa-1-thia-5a,8-diazabenzo[cd]azulen-9(6H)-one